C(CCC)[Sn](SCCC[Si](OC)(C)OC)(SCCC[Si](OC)(C)OC)CCCC 8,8-dibutyl-3,13-dimethoxy-3,13-dimethyl-2,14-dioxa-7,9-dithia-3,13-Disila-8-stannapentadecane